(2R)-2-(2-Chlorophenyl)-2-(methylamino)cyclohexanone ClC1=C(C=CC=C1)[C@]1(C(CCCC1)=O)NC